NC1=CC=C(OS(=O)(=O)OC2=CC=C(C=C2)N)C=C1 bis[4-aminophenoxy] sulfone